N1CCS(CC1)CCNC(=O)NC1=CC=C(C=C1)OC1CC(C1)N1CCCCC1 1-(2-(thiomorpholin-1-yl)ethyl)-3-(4-(3-(piperidin-1-yl)cyclobutoxy)phenyl)urea